[1,1'-biphenyl]-4-amin C1(=CC=C(C=C1)N)C1=CC=CC=C1